ClC(Cl)(Cl)C1=CC=CC=C1 trichloromethylbenzene